1,2,3-tris(mercaptoethylthio)propaneN SCCSC=C(CSCCS)SCCS